8-[(4-bromo-2-methoxyphenyl)amino]-N-(2,6-diethylphenyl)-1-methyl-4,5-dihydro-1H-pyrazolo[4,3-H]quinazoline-3-carboxamide BrC1=CC(=C(C=C1)NC1=NC=2C3=C(CCC2C=N1)C(=NN3C)C(=O)NC3=C(C=CC=C3CC)CC)OC